C=1(C(=CC=C2C3=CC=CC=C3C=CC12)S(=O)(=O)[O-])S(=O)(=O)[O-] phenanthrene-disulfonate